N1=CC(=CC=C1)C1=NC2=CC=CC=C2C(=N1)NC1CC2=CC=C(C=C2C1)C#CCCCC(=O)O 6-(2-{[2-(pyridin-3-yl)quinazolin-4-yl]amino}-2,3-dihydro-1H-inden-5-yl)hex-5-ynoic acid